2-morpholinobenzo[d]Oxazole O1CCN(CC1)C=1OC2=C(N1)C=CC=C2